(2R,5S)-N-(4-acetamido-2-fluorophenyl)-3-(4-cyano-3-(trifluoromethyl)phenyl)-2-(trifluoromethyl)oxazolidine-5-carboxamide C(C)(=O)NC1=CC(=C(C=C1)NC(=O)[C@@H]1CN([C@H](O1)C(F)(F)F)C1=CC(=C(C=C1)C#N)C(F)(F)F)F